C(CCC)OCC=1C(=C(C=CC1)O)COCCCC di(butoxymethyl)phenol